ClC1=CC=C(C=C1)C1CNCC1C1=CC=CC=C1 3-(4-chlorophenyl)-4-phenylpyrrolidine